(R)-2-(methylamino)-N-(2-oxo-2-((6-(trifluoromethoxy)benzo[d]thiazol-2-yl)amino)ethyl)propanamide CN[C@@H](C(=O)NCC(NC=1SC2=C(N1)C=CC(=C2)OC(F)(F)F)=O)C